N-((R)-1-(3-(difluoromethyl)-2-fluorophenyl)ethyl)-6-((S)-hexahydropyrazino[2,1-c][1,4]Oxazine-8(1H)-yl)cinnoline-4-amine FC(C=1C(=C(C=CC1)[C@@H](C)NC1=CN=NC2=CC=C(C=C12)N1C[C@H]2COCCN2CC1)F)F